ClC1=NC=2C[C@@H]3[C@@H](CN(CCOC=4C=C(C=CC4N4N=CC1=C4N2)F)C3)OC trans-18-chloro-5-fluoro-13-methoxy-8-oxa-1,11,17,21,23-pentazapentacyclo[14.5.2.111,14.02,7.019,22]tetracosa-2(7),3,5,16(23),17,19(22),20-heptaene